C1CCC12C1(CN[C@@H](C1)CO)C2 [(8S)-7-azadispiro[3.0.45.14]decan-8-yl]methanol